4-dibenzofuran-4-yl-phenylamine C1=CC=C(C=2OC3=C(C21)C=CC=C3)C3=CC=C(C=C3)N